C(C)(C)(C)OC(=O)N\C(\NCCNC1=CC=2NC3=CC=C(C=C3C2C=C1C1=CC(=C(C=C1)Cl)Cl)Cl)=N\C(OC(C)(C)C)=O (E)-tert-butyl (tert-butoxycarbonylamino)(2-(6-chloro-3-(3,4-dichlorophenyl)-9H-carbazol-2-ylamino)ethylamino)methylenecarbamate